2-((1s,2s)-1-(2-cyanophenyl)-1-(1-methyl-1H-pyrazol-5-yl)propan-2-yl)-5-hydroxy-N-(isoxazol-4-yl)-1-methyl-6-oxo-1,6-dihydropyrimidine-4-carboxamide C(#N)C1=C(C=CC=C1)[C@H]([C@H](C)C=1N(C(C(=C(N1)C(=O)NC=1C=NOC1)O)=O)C)C1=CC=NN1C